1,2,5-thiadiazolidine 1,1-dioxide S1(NCCN1)(=O)=O